C1=CC=CC=2NC3=C(N=CC21)C=CC=C3 dibenzo[b,e][1,4]diazepine